(2R,6R,7aS)-2-fluoro-6-((4-methylpiperazin-1-yl)methyl)tetrahydro-1H-pyrrolizin F[C@@H]1CC2=C[C@@H](CN2C1)CN1CCN(CC1)C